1-(3-(1-(tertbutoxycarbonyl)azetidin-3-yl)pyridin-4-yl)piperidine-4-carboxylic acid C(C)(C)(C)OC(=O)N1CC(C1)C=1C=NC=CC1N1CCC(CC1)C(=O)O